ethyl 2-(2-(5-(morpholinosulfonyl) pyridin-3-yl)-6-((4-(trifluoromethoxy) pyridin-2-yl) amino) pyrimidin-4-yl)-2-azaspiro[4.5]decane-7-carboxylate O1CCN(CC1)S(=O)(=O)C=1C=C(C=NC1)C1=NC(=CC(=N1)N1CC2(CC1)CC(CCC2)C(=O)OCC)NC2=NC=CC(=C2)OC(F)(F)F